COCC1=C(C=CC=C1)C1=NC=CC(=N1)C=1C(=C(C=CC1)C(C(=O)O)C)OC {2-[2-(methoxymethyl)phenyl]pyrimidin-4-yl(methoxy)phenyl}propanoic acid